3-(((4-cyclopropylpiperazin-1-yl)imino)methyl)-5-fluoro-4-hydroxy-N-(4-(pyrrolidin-1-yl)phenyl)benzamide C1(CC1)N1CCN(CC1)N=CC=1C=C(C(=O)NC2=CC=C(C=C2)N2CCCC2)C=C(C1O)F